OC=1C=C(CN2C(C(=CC(=C2)C(=O)N[C@@H]2[C@H](C2)C)C(=O)NC)=O)C=CC1 1-(3-hydroxybenzyl)-N3-methyl-N5-((1s,2s)-2-methylcyclopropyl)-2-oxo-1,2-dihydropyridine-3,5-dicarboxamide